N-(3-bromo-5-chlorophenyl)acetamide BrC=1C=C(C=C(C1)Cl)NC(C)=O